tert-butyl 3-{[5-(2,3-difluorophenyl)-5-methyl-8-oxo-5,6,7,8-tetrahydro-2,7-naphthyridin-3-yl]amino}azetidine-1-carboxylate FC1=C(C=CC=C1F)C1(C=2C=C(N=CC2C(NC1)=O)NC1CN(C1)C(=O)OC(C)(C)C)C